NC(C(=O)O)CC α-aminobutyric acid